BrC=1C=C2C(=NNC(C2=C(C1)C(F)F)=O)CO 6-bromo-8-(difluoromethyl)-4-(hydroxymethyl)-2H-phthalazin-1-one